CC=1C=CC(=C(COC(=O)N2C=NC=C2)C1)[N+](=O)[O-] N-(5-methyl-2-nitrobenzoxycarbonyl)imidazole